2-{[2-(isoquinolin-3-yl)-5H,6H,7H-cyclopenta[d]pyrimidin-4-yl](methyl)amino}-N-(6-methylpyridin-3-yl)acetamide C1=NC(=CC2=CC=CC=C12)C=1N=C(C2=C(N1)CCC2)N(CC(=O)NC=2C=NC(=CC2)C)C